BrC1=CC=C(C=C1)CN1C(C(C2=CC=CC=C12)=O)=O 1-[(4-bromophenyl)methyl]indole-2,3-dione